N-3-(2-methoxyethoxy)propyl-methacrylamide Ethyl-4-(3-(2,5,6-trifluoropyridin-3-yl)thioureido)thiazole-5-carboxylate C(C)OC(=O)C1=C(N=CS1)NC(=S)NC=1C(=NC(=C(C1)F)F)F.COCCOCCCNC(C(=C)C)=O